N-(3-bromophenyl)-N-phenyl-pivalamide BrC=1C=C(C=CC1)N(C(C(C)(C)C)=O)C1=CC=CC=C1